methyl sulphon CS(=O)(=O)C